COC1=CC=C(CNC2(COC(OC2)(C)C)C(=O)N)C=C1 5-((4-methoxybenzyl)amino)-2,2-dimethyl-1,3-dioxane-5-carboxamide